C(C)OC(CCC(=O)C=1SC2=C(C1)C(=C(C(=C2)OC)O)F)=O 4-(4-fluoro-5-hydroxy-6-methoxy-benzothien-2-yl)-4-oxobutanoic acid ethyl ester